BrC1=CC(=CN1)S(=O)(=O)NC1=C(C=C(C=C1)C#N)F 5-bromo-N-(4-cyano-2-fluorophenyl)-1H-pyrrole-3-sulfonamide